CN1N=CC(=N1)N1CNCCC1 3-(2-methyl-2H-1,2,3-triazol-4-yl)tetrahydropyrimidin